C1=C(C=CC2=CC=CC=C12)C=1C=C2C=CC(=C(C2=CC1)C1=C(C=CC2=CC(=CC=C12)C1=CC2=CC=CC=C2C=C1)OC1=CC=C2C=C(C=C(C2=C1)C1=CC2=CC=CC=C2C=C1)CO)OC1=CC=C2C=C(C=C(C2=C1)C1=CC2=CC=CC=C2C=C1)CO [(6,6'-bis(naphthalen-2-yl)[1,1'-binaphthalene]-2,2'-diyl)bis(oxy[1,2'-binaphthalene]-7,3-diyl)]dimethanol